O.O.P(=O)([O-])([O-])[O-].[Ti+4].[Zn+2].P(=O)([O-])([O-])[O-] zinc-titanium phosphate dihydrate